FC(C=1N=C(SC1)C=1C=CC(=C(C1)O)C1=CN=C(N=N1)N1C[C@@H](NCC1)C(C)C)F 5-[4-(difluoromethyl)-1,3-thiazol-2-yl]-2-{3-[(3S)-3-(propan-2-yl)piperazin-1-yl]-1,2,4-triazin-6-yl}phenol